3-methyldihydro-2H-pyran-4(3H)-one CC1COCCC1=O